FC=1C=C2CC3(CCNCC3)CC2=CC1 (S)-(5-fluoro-1,3-dihydrospiro[indene-2,4'-piperidine])